PHENOXAZIN C1=CC=CC=2OC3=CC=CC=C3NC12